propylbiphenyl-boric acid acryloyloxyundecyl-dihydrogen-phosphate C(C=C)(=O)OCCCCCCCCCCCOP(=O)(O)O.B(O)(O)O.C(CC)C1=C(C=CC=C1)C1=CC=CC=C1